3-trifluoroacetoxypropyl-trimethoxysilane FC(C(=O)OCCC[Si](OC)(OC)OC)(F)F